4-(pyridin-2-yl)-2-((4-(trifluoromethyl)pyridin-2-yl)amino)thiazole-5-carbaldehyde N1=C(C=CC=C1)C=1N=C(SC1C=O)NC1=NC=CC(=C1)C(F)(F)F